5-methyl-4-oxooxolane-3-carbonitrile CC1C(C(CO1)C#N)=O